FC1=C(C(=CC(=C1)C1OCC(CO1)CCC)F)C1=CC(=C(C=C1)C1=CC(=C(C(=C1)F)C#N)F)C(F)(F)F 2'',3,5,6''-tetrafluoro-4''-((2r,5r)-5-propyl-1,3-dioxan-2-yl)-2'-(trifluoromethyl)-[1,1':4',1''-terphenyl]-4-carbonitrile